(R,3S)-N'-((1,2,3,5,6,7-hexahydro-s-indacen-4-yl)carbamoyl)-3-(hydroxymethyl)-2,3-dihydropyrazolo[5,1-b]oxazole-7-sulfonimidamide C1CCC2=C(C=3CCCC3C=C12)NC(=O)N=[S@](=O)(N)C=1C=NN2C1OC[C@@H]2CO